NC1=C(C(=NN1C(C)C)C=1C=NC(=CC1)CC(NC1=NOC(=C1)C(C(F)(F)F)(C)C)=O)C(=O)N 5-Amino-1-isopropyl-3-[6-[2-oxo-2-[[5-(2,2,2-trifluoro-1,1-dimethyl-ethyl)isoxazol-3-yl]amino]ethyl]-3-pyridyl]pyrazole-4-carboxamide